ClC=1C=C(C=CC1F)NC1=NC=NC2=CC(=C(C=C12)NC(C=CCN1CCCCC1)=O)OC N-{4-[(3-chloro-4-fluorophenyl)amino]-7-methoxyquinazolin-6-yl}-4-(piperidin-1-yl)but-2-enamide